tert-Butyl (2S,4R)-2-(((4-bromophenyl)amino)methyl)-4-(tosyloxy)pyrrolidine-1-carboxylate BrC1=CC=C(C=C1)NC[C@H]1N(C[C@@H](C1)OS(=O)(=O)C1=CC=C(C)C=C1)C(=O)OC(C)(C)C